N-((1H-indol-3-yl)methyl)prop-2-yn-1-amine N1C=C(C2=CC=CC=C12)CNCC#C